tert-butyl (3-ethyl-2-iodo-1-(phenylsulfonyl)-1H-indol-6-yl)methyl(tetrahydro-2H-pyran-4-yl)carbamate C(C)C1=C(N(C2=CC(=CC=C12)CN(C(OC(C)(C)C)=O)C1CCOCC1)S(=O)(=O)C1=CC=CC=C1)I